ClC1=NC=C(C=C1OC)[N+](=O)[O-] 2-chloro-3-methoxy-5-nitropyridine